ClC1=CC=C(C=C1)C=1C=C(C(N(N1)C=1C=NN(C1)C)=O)C(=O)N[C@H](CO)C(C)C 6-(4-chlorophenyl)-N-[(2S)-1-hydroxy-3-methylbutan-2-yl]-2-(1-methyl-1H-pyrazol-4-yl)-3-oxo-2,3-dihydropyridazine-4-carboxamide